ClC=1C=C(C=CC1)C1=CC(=NO1)C(=O)NCC=1C=C2CN(C(C2=CC1)=O)C1C(NC(CC1)=O)=O 5-(3-chlorophenyl)-N-((2-(2,6-dioxopiperidin-3-yl)-1-oxoisoindolin-5-yl)methyl)isoxazole-3-carboxamide